(2-(2-bromo-1-chloroethyl)phenoxy)triisopropylsilane BrCC(Cl)C1=C(O[Si](C(C)C)(C(C)C)C(C)C)C=CC=C1